8-(Cyclopentylmethyl)-2-(methylsulfonyl)-5-((triisopropylsilyl)ethynyl)pyrido[2,3-d]pyrimidin-7(8H)-one C1(CCCC1)CN1C(C=C(C2=C1N=C(N=C2)S(=O)(=O)C)C#C[Si](C(C)C)(C(C)C)C(C)C)=O